tri(hydroxypropyl)ammonium OCCC[NH+](CCCO)CCCO